tert-Butyl (4-(3-((1-((7-oxa-2-azaspiro[3.5]nonan-2-yl)methyl)cyclopropyl)meth-oxy)-5-fluoro-7,9-dihydrofuro[3,4-f]quinazolin-6-yl)-3-cyano-7-fluorothieno[3,2-c]pyridin-2-yl)carbamate C1N(CC12CCOCC2)CC2(CC2)COC2=NC=1C(=C(C3=C(C1C=N2)COC3)C3=NC=C(C2=C3C(=C(S2)NC(OC(C)(C)C)=O)C#N)F)F